C(=CCCCCCCCCCCCCCCC)C1=CC=CC=C1 heptadecenylbenzene